bis(4-acryloyloxydiethoxyphenyl)propane C(C=C)(=O)OC1=C(C(=C(C=C1)C(C)(C)C1=C(C(=C(C=C1)OC(C=C)=O)OCC)OCC)OCC)OCC